1-(7-((6-(trifluoromethyl)pyridin-3-yl)methoxy)-3,4-dihydroisoquinolin-2(1H)-yl)prop-2-en-1-one FC(C1=CC=C(C=N1)COC1=CC=C2CCN(CC2=C1)C(C=C)=O)(F)F